CC(CC(=O)O)N (+/-)-3-aminobutyric acid